C(C)OC(=O)C1C(C1)CC1CCCC1 2-(Cyclopentylmethyl)cyclopropane-1-carboxylic acid ethyl ester